NC1=C2C(=NC=N1)N(N=C2C)C(C)C2=C(C(=C(C#N)C(=C2)Cl)C2CN(C2)C(CO)(C)C)OCC 4-[1-(4-amino-3-methyl-1H-pyrazolo[3,4-d]pyrimidin-1-yl)ethyl]-6-chloro-3-ethoxy-2-[1-(2-hydroxy-1,1-dimethylethyl)azetidin-3-yl]benzonitrile